((2-((4-fluorobenzyl)oxy)naphthalen-1-yl)methyl)-4-(4-methylpiperazin-1-yl)butan-1-amine FC1=CC=C(COC2=C(C3=CC=CC=C3C=C2)CC(CCCN2CCN(CC2)C)N)C=C1